FC1=CC=C(CC=2C(=NC=C(C2)C2CCN(CC2)C)NCC2=CC=C(C=C2)OCC(C)C)C=C1 (4-Fluorobenzyl)-N-(4-isobutoxybenzyl)-5-(1-methylpiperidin-4-yl)pyridin-2-amine